(1-(6-Chloro-5-methylpyrimidin-4-yl)-3-(3-phenylpropyl)piperidin-3-yl)methanol ClC1=C(C(=NC=N1)N1CC(CCC1)(CCCC1=CC=CC=C1)CO)C